[N+](=O)([O-])C1=CC=C(C=C1)N1CCC(CC1)CN1CCC2(CCN(C2)C(=O)OC(C)(C)C)CC1 tert-butyl 8-((1-(4-nitrophenyl) piperidin-4-yl) methyl)-2,8-diazaspiro[4.5]decane-2-carboxylate